rel-N-(6-amino-5-ethyl-3-pyridyl)-2-[(2R,5S)-2-(1H-indazol-5-yl)-5-methyl-1-piperidyl]-2-oxo-acetamide NC1=C(C=C(C=N1)NC(C(=O)N1[C@H](CC[C@@H](C1)C)C=1C=C2C=NNC2=CC1)=O)CC |o1:12,15|